(R)-5-(pyrido[2,3-b]pyrazin-7-yl)-N-(1,1,1-trifluoropropan-2-yl)pyrrolo[2,1-f][1,2,4]triazin-2-amine N1=C2C(=NC=C1)N=CC(=C2)C=2C=CN1N=C(N=CC12)N[C@@H](C(F)(F)F)C